COCCN(C=1N=C(C2=C(N1)C(=NC(=N2)N2CC=1N(CC2)C=NN1)N1CCC(CC1)OC)N1CC(N(CC1)C)=O)CCOC 4-(2-(bis(2-methoxyethyl)amino)-6-(5,6-dihydro-[1,2,4]triazolo[4,3-a]pyrazin-7(8H)-yl)-8-(4-methoxypiperidin-1-yl)pyrimido[5,4-d]pyrimidin-4-yl)-1-methylpiperazin-2-one